4-(cyclopropylamino)-3-hydroxy-4-oxo-1-phenylbutan C1(CC1)NC(C(CCC1=CC=CC=C1)O)=O